[2H]C(C(OS(=O)(=O)C)([2H])[2H])([2H])N(C1=CC2=C(N(C(=N2)CC[C@@H](C(=O)OC)NC(=O)OC(C)(C)C)C)C=C1)C(C([2H])([2H])OS(=O)(=O)C)([2H])[2H] Methyl (2S)-4-[5-[bis(1,1,2,2-tetradeuterio-2-methylsulfonyloxy-ethyl)amino]-1-methyl-benzimidazol-2-yl]-2-(tert-butoxycarbonylamino)butanoate